FC1(CCC(CC1)CNC(C(C(=O)N[C@H](CC1=CC=CC=C1)C(C(NCC1=NC=CC=C1)=O)=O)(C)C)=O)F (R)-N1-((4,4-difluorocyclohexyl)methyl)-N3-(3,4-dioxo-1-phenyl-4-((pyridin-2-ylmethyl)amino)butan-2-yl)-2,2-dimethylmalonamide